The molecule is an organosulfate oxoanion that is the conjugate base of (4R)-4,8-dimethylnonyl hydrogen sulfate. It has been isolated from Daphnia pulex and has been found to induce morphological changes in the phytoplankton, Scenedesmus gutwinskii. It has a role as a Daphnia pulex metabolite and a kairomone. It is a conjugate base of a (4R)-4,8-dimethylnonyl hydrogen sulfate. C[C@H](CCCC(C)C)CCCOS(=O)(=O)[O-]